3-(tert-Butoxycarbonyl)oxazolidine-4-carboxylic acid C(C)(C)(C)OC(=O)N1COCC1C(=O)O